C(C)(C)(C)OC(=O)N(C=1SC(=C(N1)C(=O)OC)CCCOC1=C(C=C(C=C1)C#CCN(C)C(=O)OC(C)(C)C)F)CCCN(C)C methyl 2-[tert-butoxycarbonyl-[3-(dimethylamino)propyl]amino]-5-[3-[4-[3-[tert-butoxycarbonyl(methyl)amino]prop-1-ynyl]-2-fluoro-phenoxy]propyl]thiazole-4-carboxylate